1-[4-[3-(4-Hydroxy-3-methoxyphenyl)prop-2-enoyl]phenyl]-3-(4-hydroxyphenyl)prop-2-en-1-one OC1=C(C=C(C=C1)C=CC(=O)C1=CC=C(C=C1)C(C=CC1=CC=C(C=C1)O)=O)OC